methyl-4-benzenesulfonate COS(=O)(=O)C1=CC=CC=C1